2-(((4-chloro-1-methyl-1H-imidazol-5-yl)methyl)thio)-3,5,6,7-tetrahydro-4H-cyclopenta[d]pyrimidin-4-one trifluoroacetate salt FC(C(=O)O)(F)F.ClC=1N=CN(C1CSC=1NC(C2=C(N1)CCC2)=O)C